C(#N)C(CC)OC=1C=C(C=CC1)CNC(=O)[C@H]1N(C[C@@H](C1)O)C([C@H](C(C)(C)C)N1N=NC(=C1)C1CC1)=O (2S,4R)-N-[[3-(1-cyanopropoxy)phenyl]methyl]-1-[(2S)-2-(4-cyclopropyltriazol-1-yl)-3,3-dimethyl-butanoyl]-4-hydroxy-pyrrolidine-2-carboxamide